CN(C1=CC=C(C=C2C(NC(S2)=S)=O)C=C1)C 4-Dimethylaminobenzylidenerhodanine